2-methyl-2-(o-phenylphenoxy)propionamide CC(C(=O)N)(C)OC1=C(C=CC=C1)C1=CC=CC=C1